C12(CC3CC(CC(C1)C3)C2)CN2N=CC(=C2C)C=2C(=NC(=CC2)N2CC3=C(C=CC=C3CC2)C(NC=2SC3=C(N2)C=CC=C3)=O)C(=O)NS(=O)(=O)CCCC(=O)O 4-(N-(3-(1-((1s,3s)-adamantan-1-ylmethyl)-5-methyl-1H-pyrazol-4-yl)-6-(8-(benzo[d]thiazol-2-ylcarbamoyl)-3,4-dihydroisoquinolin-2(1H)-yl)picolinoyl)sulfamoyl)butanoic acid